4-(7-fluoro-imidazo[1,2-a]pyridin-3-yl)-7-((5-(4-hydroxypiperidin-1-yl)pyridin-2-yl)amino)-5-methylisoindolin-1-one FC1=CC=2N(C=C1)C(=CN2)C2=C1CNC(C1=C(C=C2C)NC2=NC=C(C=C2)N2CCC(CC2)O)=O